(S)-7-((6-((dimethyl-amino)methyl)-5-(3-(2-hydroxypropan-2-yl)piperidin-1-yl)pyridin-2-yl)amino)-4-(7-fluoro-imidazo[1,2-a]pyridin-3-yl)isoindolin-1-one CN(C)CC1=C(C=CC(=N1)NC=1C=CC(=C2CNC(C12)=O)C1=CN=C2N1C=CC(=C2)F)N2C[C@H](CCC2)C(C)(C)O